C(C)(C)(C)OC(=O)N[C@@H](CC(N)=O)C(=O)O N-(t-butoxycarbonyl)asparagine